NCCC1=CNC=N1 (S)-histamine